C(C1=CC=CC=C1)NC=1C(=NC=CC1)N N3-benzylpyridine-2,3-diamine